O=C1NC(CC[C@H]1N1C(C2=CC=C(C=C2C1)O[C@H]1[C@@H](CCCC1)N1CC(C1)C1=CC(=NC=C1)C#N)=O)=O |&1:6| Rac-4-(1-((trans)-2-((2-(2,6-dioxopiperidin-3-yl)-1-oxoisoindolin-5-yl)oxy)cyclohexyl)azetidin-3-yl)picolinonitrile